4-fluoro-phenethyl-ammonium FC1=CC=C(CC[NH3+])C=C1